C(#N)C=1C(=NC(=CC1C(F)(F)F)C)N[C@@H]1C(N(C2=C(N(CC1)CC(=O)O)C(=CC=C2)F)C)=O (S)-2-(4-((3-cyano-6-methyl-4-(trifluoromethyl)pyridin-2-yl)amino)-10-fluoro-6-methyl-5-oxo-3,4,5,6-tetrahydrobenzo[b][1,4]diazocin-1(2H)-yl)acetic acid